ClC1=NC2=CC=CC=C2C(=C1[N+](=O)[O-])N([C@H]1C[C@H](OCC1)C)CC1=C(C=C(C=C1)OC)OC chloro-N-(2,4-dimethoxybenzyl)-N-[(2R,4R)-2-methyltetrahydro-2H-pyran-4-yl]-3-nitroquinolin-4-amine